FC=1C=C(C=CC1CN1C=2C(=CC=C1)C=CN2)C2=NOC(=N2)C(F)(F)F 3-[3-fluoro-4-(pyrrolo[2,3-b]pyridin-7-ylmethyl)phenyl]-5-(trifluoromethyl)-1,2,4-oxadiazole